(E)-ethyl 2-((3,5-bis(trifluoromethyl) benzylidene) amino)-3-bromo-2-phenylpropionate FC(C=1C=C(\C=N\C(C(=O)OCC)(CBr)C2=CC=CC=C2)C=C(C1)C(F)(F)F)(F)F